2-(2-ethylhexyl)benzotriazole C(C)C(CN1N=C2C(=N1)C=CC=C2)CCCC